N1-(7-chloroquinolin-4-yl)-hexane-1,6-diamine ClC1=CC=C2C(=CC=NC2=C1)NCCCCCCN